ClC1=NC(=NC(=C1C(=O)OCC)C)C ethyl 4-chloro-2,6-dimethylpyrimidine-5-carboxylate